bi-Benzene C1(=CC=CC=C1)C1=CC=CC=C1